6-amino-2-(3,5-dichloro-4-((6-hydroxy-5-isopropylpyridin-3-yl)oxy)phenyl-2-d)-1,2,4-triazine-3,5(2H,4H)-dione NC=1C(NC(N(N1)C1=C(C(=C(C(=C1)Cl)OC=1C=NC(=C(C1)C(C)C)O)Cl)[2H])=O)=O